ClC=1C=C(C=CC1)C(CC)O (3-chlorophenyl)propan-1-ol